N[C@H]1[C@@H]2N(C[C@H]1CC2)C(=O)C2=CC1=C(N(C(=N1)C1=CC=3C=4N1C(CNC4C=CC3)C(C)C)C)C(=C2)F ((1R,4R,7R)-7-amino-2-azabicyclo[2.2.1]heptan-2-yl)(7-fluoro-2-(3-isopropyl-2,3-dihydro-1H-pyrrolo[1,2,3-de]quinoxalin-5-yl)-1-methyl-1H-benzo[d]imidazol-5-yl)methanone